(S)-(4-(((R)-1-(3-amino-5-(trifluoromethyl)phenyl)ethyl)amino)-2-methyl-8,9-dihydro-7H-pyrano[2,3-g]quinazolin-7-yl)(pyrrolidin-1-yl)methanone NC=1C=C(C=C(C1)C(F)(F)F)[C@@H](C)NC1=NC(=NC2=CC3=C(C=C12)O[C@@H](CC3)C(=O)N3CCCC3)C